N-propan-2-yloxybenzamide CC(C)ONC(C1=CC=CC=C1)=O